ClC=1C=C2C(=CN=C(C2=CN1)C1=NN=C(N1COCC[Si](C)(C)C)C)C(C)C 6-chloro-4-isopropyl-1-(5-methyl-4-((2-(trimethylsilyl)ethoxy)methyl)-4H-1,2,4-triazol-3-yl)-2,7-naphthyridine